C(C)(C)(C)OC(=O)N1N=C(C2=CC(=CC=C12)N)C1CCN(CC1)C(=O)OC(C)(C)C 5-amino-3-(1-(tert-butoxycarbonyl)piperidin-4-yl)-1H-indazole-1-carboxylic acid tert-butyl ester